NC=1C2=C(N=C(N1)C)SC(=N2)C=2C=C(C=CC2C)C#C[C@]2(C(N(CC2)C)=O)O (R)-3-[2-[3-(7-amino-5-methyl-thiazolo[5,4-d]pyrimidin-2-yl)-4-methylphenyl]ethynyl]-3-hydroxy-1-methyl-pyrrolidin-2-one